C(C)(C)(C)OC(=O)N1C(C(=C(C1)C)CCSC1=CC=C(C=C1)C)=O N-tert-butoxycarbonyl-3-(2-p-tolylthioethyl)-4-methyl-1H-2(5H)pyrrolone